N-[3-(1H-pyrrolo[3,2-c]pyridin-6-yl)phenyl]prop-2-enamide N1C=CC=2C=NC(=CC21)C=2C=C(C=CC2)NC(C=C)=O